FC1=C(C(=CC=C1F)F)C=1C=CC=[N+](C1)[O-] 5-(2,3,6-trifluorophenyl)pyridine 1-oxide